CN(C(=O)C1CC2COCC(C1)N2)C N,N-dimethyl-3-oxa-9-azabicyclo[3.3.1]nonane-7-carboxamide